OC[C@@H]1NCCC1 (2R)-2-(hydroxymethyl)-pyrrolidine